CC1=C(CN(C(C(=O)OCC(F)(F)F)=O)C[C@@H](CC)C)C=CC=C1 (R)-2,2,2-trifluoroethyl 2-((2-methylbenzyl) (2-methylbutyl)amino)-2-oxoacetate